CNC(=O)C1=CC2=C(N=CS2)C=C1 N-methylbenzo[d]thiazole-6-carboxamide